[NH2+]1CC[NH2+]CC1 piperazine-1,4-diium